1-(3-Aminoadamantan-1-yl)-3-(2-(2-(2-(2-((2-(2,6-dioxopiperidin-3-yl)-1,3-dioxoisoindolin-4-yl)amino)ethoxy)ethoxy)ethoxy)ethyl)urea NC12CC3(CC(CC(C1)C3)C2)NC(=O)NCCOCCOCCOCCNC2=C3C(N(C(C3=CC=C2)=O)C2C(NC(CC2)=O)=O)=O